C(C)C(CN(CN1N=CN=C1)CC(CCCC)CC)CCCC N,N-bis(2-ethylhexyl)-1H-1,2,4-triazole-1-methanamine